4-(4-(1-(2-(4-(4-(2,6-dioxopiperidin-3-yl)phenyl)piperazin-1-yl)ethyl)piperidin-4-yl)piperazin-1-yl)-2-((S)-1-(3-ethoxy-4-methoxyphenyl)-2-(methylsulfonyl)ethyl)isoindoline-1,3-dione O=C1NC(CCC1C1=CC=C(C=C1)N1CCN(CC1)CCN1CCC(CC1)N1CCN(CC1)C1=C2C(N(C(C2=CC=C1)=O)[C@H](CS(=O)(=O)C)C1=CC(=C(C=C1)OC)OCC)=O)=O